CN(/C=C/C(=O)C12CC(C1)(C2)NC(OC(C)(C)C)=O)C tert-butyl N-[3-[(E)-3-(dimethylamino)prop-2-enoyl]-1-bicyclo[1.1.1]pentanyl]carbamate